C(C)C1CCC(CC1)NC(=O)C(=O)O [(4-ethylcyclohexyl)-carbamoyl]formic acid